1-(3-benzyloxycyclobutyl)-2-bromo-ethanone C(C1=CC=CC=C1)OC1CC(C1)C(CBr)=O